C=12C(CC[C@H](CC1)N2C)=N tropenimine